5-(4-benzyloxy-6-chloro-2-methyl-3-pyridinyl)oxazolidin-2-one aluminum bisstearate C(CCCCCCCCCCCCCCCCC)(=O)[O-].C(CCCCCCCCCCCCCCCCC)(=O)[O-].[Al+2].C(C1=CC=CC=C1)OC1=C(C(=NC(=C1)Cl)C)C1CNC(O1)=O